FC(C=1C(=C(C=CC1)[C@@H](C)NC=1C=2C(N=C(N1)C)=C(C(N(C2)C2(CC2)CF)=O)Br)F)F (R)-4-((1-(3-(Difluoromethyl)-2-fluorophenyl)ethyl)amino)-6-(1-(fluoromethyl)cyclopropyl)-8-bromo-2-methylpyrido[4,3-d]pyrimidine-7(6H)-one